3-bromo-2,2-dimethylpropionic acid BrCC(C(=O)O)(C)C